[Co](F)F.[Li] lithium-cobalt fluoride